ethyl 4-(((1r,4r)-4-(hydroxymethyl) cyclohexyl) amino)-1H-pyrrolo[2,3-b]pyridine-5-carboxylate OCC1CCC(CC1)NC1=C2C(=NC=C1C(=O)OCC)NC=C2